[Si](C)(C)(C(C)(C)C)O[C@@H]1C(N(CC1)[C@@H](C)C1=C(C(=CC(=C1)F)Cl)COC1=CC=C(C=C1)OC)=O (S)-3-(tert-butyldimethylsilyloxy)-1-((s)-1-(3-chloro-5-fluoro-2-((4-methoxyphenoxy)methyl)phenyl)ethyl)pyrrolidin-2-one